BrC1=CC=2NC=3C(N=C(C2C=N1)C1=C(C=CC=C1)Cl)=C(NN3)C 8-bromo-5-(2-chlorophenyl)-3-methyl-2,10-dihydropyrazolo[4,3-b]pyrido[4,3-e][1,4]diazepine